N-[6-(7-methylspiro[2H-benzofuran-3,1'-cyclopropane]-4-yl)oxy-3-pyridyl]-3-nitro-pyridin-2-amine CC1=CC=C(C2=C1OCC21CC1)OC1=CC=C(C=N1)NC1=NC=CC=C1[N+](=O)[O-]